ONC(C1=CC=C(C=C1)NC([C@@H](CC)C1=CC=CC=C1)=O)=O N-hydroxy-4-[[(2S)-2-phenylbutanoyl]amino]benzamide